CN(C(OC(C)(C)C)=O)CCC=1OC(=NN1)C1=C(C=CC=C1)NC1=CC=C(C=C1)C(F)(F)F Tert-Butyl Methyl(2-(5-(2-((4-(trifluoromethyl)phenyl)amino)phenyl)-1,3,4-oxadiazol-2-yl)ethyl)carbamate